((4-(7-(((2S,5R)-5-aminotetrahydro-2H-pyran-2-yl)methyl)-2,7-diazaspiro[3.5]non-2-yl)pyrimidin-5-yl)oxy)-N-(2,2-difluoroethyl)-5-fluoro-N-isopropylbenzamide hydrochloride Cl.N[C@@H]1CC[C@H](OC1)CN1CCC2(CN(C2)C2=NC=NC=C2OC2=C(C(=O)N(C(C)C)CC(F)F)C=C(C=C2)F)CC1